2-mesityl-4,5-diphenyl-1H-imidazole C1(=C(C(=CC(=C1)C)C)C=1NC(=C(N1)C1=CC=CC=C1)C1=CC=CC=C1)C